ClC1=CC=CC=2C(C=C(OC21)C(=O)NC21CC(C2)(C1)NC(COC1=CC(=C(C=C1)Cl)F)=O)=O 8-chloro-N-{3-[2-(4-chloro-3-fluorophenoxy)acetamido]bicyclo[1.1.1]pentan-1-yl}-4-oxo-4H-1-benzopyran-2-carboxamide